ClC1=C(C=CC=C1Cl)SC=1N=CC(=NC1C)N 5-((2,3-dichlorophenyl)thio)-6-methylpyrazin-2-amine